[Na].[S] sulfur sodium